2-[2,6-Difluoro-4-(1-isopropyl-6,6-dimethyl-4-oxo-5,7-dihydropyrazolo[3,4-d]pyrimidin-3-yl)phenyl]acetic acid FC1=C(C(=CC(=C1)C1=NN(C=2NC(NC(C21)=O)(C)C)C(C)C)F)CC(=O)O